6-Bromo-1-(4-(trifluoromethyl)-2,3-dihydro-1H-inden-1-yl)-1,3-dihydro-2H-benzo[d]imidazole BrC=1C=CC2=C(N(CN2)C2CCC3=C(C=CC=C23)C(F)(F)F)C1